FC(CC(F)(F)F)OCC1OC(OC1)=O tetrafluoropropoxymethyl-[1,3]-dioxolan-2-one